4-((1-(6-Methylpyridazin-3-yl)ethyl)amino)-6-(5-methylpyrimidin-2-yl)quinazolin-8-ol CC1=CC=C(N=N1)C(C)NC1=NC=NC2=C(C=C(C=C12)C1=NC=C(C=N1)C)O